C(CN(C(OCOP(=O)(OC(C)(C)C)OC(C)(C)C)=O)C)N(C(OCC1=CC=CC=C1)=O)C benzyl (((di-tert-butoxyphosphoryl)oxy)methyl) ethane-1,2-diylbis(methylcarbamate)